FC(C1=CC=C(OC=2C=C(C(=C3C=CC=NC23)C=C)CNC(OC(C)(C)C)=O)C=C1)(F)F tert-butyl ((8-(4-(trifluoromethyl)phenoxy)-5-vinylquinolin-6-yl)methyl)carbamate